tert-butyl 8-(cyclopropanecarbonyl)-3,8-diazabicyclo[3.2.1]octane-3-carboxylate C1(CC1)C(=O)N1C2CN(CC1CC2)C(=O)OC(C)(C)C